1,6-bis(tert-butylperoxycarboxyloxy)hexane C(C)(C)(C)OOOC(=O)OCCCCCCOC(=O)OOOC(C)(C)C